C12CC(CC(CC1)N2)OC2=CC=C1C=C(C(OC1=C2)=O)OC exo-7-[(8-azabicyclo[3.2.1]oct-3-yl)oxy]-3-methoxy-chromen-2-one